ClC1=CC(=NC=N1)NCC=1N=C2N(C=C(C=C2C#N)C2CC2)C1 2-(((6-chloropyrimidin-4-yl)amino)methyl)-6-cyclopropylimidazo[1,2-a]pyridine-8-carbonitrile